(E)-4-(5-(3-((4,7-dimethyl-1,4,7-triazonan-1-yl)methyl)-4-hydroxy-5-methoxystyryl)thiophen-2-yl)benzaldehyde CN1CCN(CCN(CC1)C)CC=1C=C(/C=C/C2=CC=C(S2)C2=CC=C(C=O)C=C2)C=C(C1O)OC